(3S)-N-cyclobutyl-3-({1-cyclopentyl-5-[2-(trifluoromethyl)phenyl]-1H-pyrazol-3-yl}formamido)-5-(3,3-difluoropyrrolidin-1-yl)hexanamide C1(CCC1)NC(C[C@H](CC(C)N1CC(CC1)(F)F)NC(=O)C1=NN(C(=C1)C1=C(C=CC=C1)C(F)(F)F)C1CCCC1)=O